NC1=C(C=C(C=N1)NC(C(=O)N1[C@H](CC[C@@H](C1)C)C1=NC=2C=CC(NC2C=C1)=O)=O)C N-(6-amino-5-methyl-3-pyridyl)-2-[(2R,5S)-5-methyl-2-(6-oxo-5H-1,5-naphthyridin-2-yl)-1-piperidyl]-2-oxo-acetamide